N-methylimino-carboxamide CN=NC=O